2-(tert-butyl-amino)ethanol C(C)(C)(C)NCCO